OCC[N-]CC(COCCCCCCCCCCCCCCCC)O N-(2-hydroxyethyl)-N-(3-cetyloxy-2-hydroxy-propyl)amide